C1(=CC=CC=C1)[C@H](NC(=O)C1NCCC1)C1=CC=C(C=C1)C(C)C N-[(S)-phenyl[4-(propan-2-yl)phenyl]methyl]pyrrolidine-2-carboxamide